3-(phenyl-thio)hexane tert-butyl-(R)-3-methyl-3-(((4-nitrophenoxy)carbonyl)oxy)pyrrolidine-1-carboxylate C(C)(C)(C)OC(=O)N1C[C@@](CC1)(OC(=O)OC1=CC=C(C=C1)[N+](=O)[O-])C.C1(=CC=CC=C1)SC(CC)CCC